C(#N)C(C(=O)NNC(CCC1=C(C(=O)N[C@H](C)C2=CC=CC3=CC=CC=C23)C=CC=C1)=O)=CC1CC1 (R)-2-(3-(2-(2-cyano-3-cyclopropylacryloyl)hydrazineyl)-3-oxopropyl)-N-(1-(naphthalen-1-yl)ethyl)benzamide